C1(CC1)C=1C(=C(C(=C(C1)C1=C(C=C(C=C1C)C)C)F)[C@H](CC(=O)OCC)N[S@](=O)C(C)(C)C)F (S)-ethyl 3-(5-cyclopropyl-2,4-difluoro-2',4',6'-trimethylbiphenyl-3-yl)-3-((R)-1,1-dimethylethylsulfinamido)propanoate